chloro-2-fluoro-N-(4-(3-methyl-4-((pyridin-4-ylmethyl)amino)-1H-pyrazolo[3,4-d]pyrimidin-6-yl)phenyl)benzenesulfonamide ClC=1C(=C(C=CC1)S(=O)(=O)NC1=CC=C(C=C1)C1=NC(=C2C(=N1)NN=C2C)NCC2=CC=NC=C2)F